C1(=CC=CC=2CCCCC12)C(C#N)(C1NCCNC1)C1=NC=NC2=CC=CC=C12 5,6,7,8-tetrahydronaphthalene-1-ylquinazolin-4-ylpiperazin-2-ylacetonitrile